4-[3-iodo-5-methyl-4-(propan-2-yl)-1H-pyrazol-1-yl]-5-methylbenzene-1,2-diamine IC1=NN(C(=C1C(C)C)C)C=1C=C(C(=CC1C)N)N